O=C1NC2=C(SC1)C=CC(=C2)C(=O)N 3-oxo-3,4-dihydro-2H-benzo[b][1,4]thiazine-6-carboxamide